[Pt].[Ag].C(CC[C@@H](C(=O)O)NC(=O)C1=CC=C(NCC2=CN=C3N=C(N)NC(=O)C3=N2)C=C1)(=O)O folic acid silver-platinum